allyloxydinaphthothiophene C(C=C)OC1=CC=CC=2C=CC3=C(C4=C(S3)C=3C=CC=CC3C=C4)C12